O=C1NC(CCC1N1C(C2=CC=C(C=C2C1=O)N1CCC(CC1)CN1CCC1)=O)=O 1-((1-(2-(2,6-dioxopiperidin-3-yl)-1,3-dioxoisoindolin-5-yl)piperidin-4-yl)methyl)azetidin